(Z)-5-((1H-benzo[d][1,2,3]triazol-6-yl)methylene)-3-(3-hydroxybenzyl)thiazolidine-2,4-dione N1N=NC2=C1C=C(C=C2)\C=C/2\C(N(C(S2)=O)CC2=CC(=CC=C2)O)=O